C(C)(C)(C)OC(NCC1=CC(=C(C=C1)Cl)C(NC1=C2C=NN(C2=CC=C1)C1=CC(=CC=C1)OC(F)(F)F)=O)=O t-Butyl-N-[4-chloro-3-({1-[3-(trifluoromethoxy)phenyl]-1H-indazol-4-yl}carbamoyl)benzyl]carbamate